[N+](=O)([O-])C1=CC=C(C=C1)NC(N(C)C)=O 3-[4-nitrophenyl]-1,1-dimethylurea